1-((3R,5S,8R,9R,10S,13S,14S,17S)-13-ethyl-3-hydroxy-3-(methoxymethyl)hexadecahydro-1H-cyclopenta[a]phenanthren-17-yl)-2-(5-methyl-1H-tetrazol-1-yl)ethan-1-one C(C)[C@@]12[C@H](CC[C@H]1[C@@H]1CC[C@H]3C[C@](CC[C@@H]3[C@H]1CC2)(COC)O)C(CN2N=NN=C2C)=O